ClC=1N=NC(=C2C1SC=C2)NC2CC(C2)(O)C (1s,3s)-3-((7-chlorothieno[2,3-d]pyridazin-4-yl)amino)-1-methylcyclobutanol